C(CCCCCCC\C=C/C\C=C/CCCCC)C1(OCC(O1)CN(C)C)CCCCCCCC\C=C/C\C=C/CCCCC 2,2-dilinoleyl-4-dimethylaminomethyl[1,3]-dioxolane